5'-carboxymethyl-2-thiouridine C(=O)(O)CC([C@@H]1[C@H]([C@H]([C@@H](O1)N1C(=S)NC(=O)C=C1)O)O)O